(Z)-3-oxo-2-(quinolin-8-ylmethylene)-2,3-dihydrobenzofuran-6-yl 3,5-dimethylisoxazole-4-sulfonate CC1=NOC(=C1S(=O)(=O)OC1=CC2=C(C(/C(/O2)=C/C=2C=CC=C3C=CC=NC23)=O)C=C1)C